OCC(NCC(=O)O)(CO)CO N-tris(hydroxy-methyl)methylglycine